2,2-Difluoro-3-((1S,3R)-1-(5-((1-(3-fluoropropyl)azetidin-3-yl)methyl)thiophen-2-yl)-3-methyl-1,3,4,9-tetrahydro-2H-pyrido[3,4-b]indol-2-yl)propan-1-ol FC(CO)(CN1[C@@H](C=2NC3=CC=CC=C3C2C[C@H]1C)C=1SC(=CC1)CC1CN(C1)CCCF)F